2,12-dioxa-3,7,11-trisilatridecane CO[SiH2]CCC[SiH2]CCC[SiH2]OC